2,9-diformyl-1,10-phenanthroline C(=O)C1=NC2=C3N=C(C=CC3=CC=C2C=C1)C=O